4-(4,4,5,5-tetramethyl-1,3,2-dioxaborolan-2-yl)bicyclo[4.2.0]octa-1,3,5-trien-3-carbaldehyde CC1(OB(OC1(C)C)C1=C(C=C2CCC2=C1)C=O)C